N(CCO)CCO.C(CCCCCCCCCCC)C1=C(C=CC=C1)S(=O)(=O)O dodecyl-benzenesulfonic acid diethanolamine salt